(6S,9S,12S,15S,18R,19R)-9-(aminomethyl)-19-(2-(bicyclo[2.2.1]heptan-2-yl)ethyl)-12-cyclohexyl-6-((S)-1-hydroxyethyl)-15-isobutyl-16,18-dimethyl-1-oxa-4,7,10,13,16-pentaazanonadecan NC[C@@H](CN[C@@H](CNCCO)[C@H](C)O)NC[C@@H](NC[C@@H](N(C[C@@H](CCCC1C2CCC(C1)C2)C)C)CC(C)C)C2CCCCC2